N12CC(C(CC1)CC2)N(C(O)=O)[C@H]2CCSC1=CC(=CC=C21)C2=COC1=C2C=CC=C1.NC(CCCCCC=C)(N)N triaminooctene (S)-quinuclidin-3-yl-(7-(benzofuran-3-yl)thiochroman-4-yl)carbamate